FC1=C(C=CC(=C1)F)C=1N=C(OC1)C(=O)O 4-(2,4-difluoro-phenyl)-oxazole-2-carboxylic acid